[3-(3-oxobutanoyloxy)-2,2-bis(3-oxobutanoyloxymethyl)propyl] 3-oxobutanoate O=C(CC(=O)OCC(COC(CC(C)=O)=O)(COC(CC(C)=O)=O)COC(CC(C)=O)=O)C